C(CCCCCC)OCOC=CCCCCC(OCC)OCC diethoxyheptenyl heptyloxymethyl ether